2,2'-hexamethylenebis(5,6-dihydro-4H-1,3-oxazine) O1C(=NCCC1)CCCCCCC=1OCCCN1